CC=1OC(=CC1S)C 2,5-Dimethylfuran-3-thiol